C1(=CC=CC=C1)C=1N=CC(=NC1C1=CC=CC=C1)N1CCC(CC1)CNC(=O)N1CCOCC1 N-((1-(5,6-diphenylpyrazin-2-yl)piperidin-4-yl)methyl)morpholine-4-carboxamide